4-chloro-2-methylpyrimidine ClC1=NC(=NC=C1)C